3-bromo-1-(tert-butyl)naphthalene BrC=1C=C(C2=CC=CC=C2C1)C(C)(C)C